((2-ethoxy-2-oxoethyl)amino)benzo[e][1,2,4]triazine-1,4-dioxide C(C)OC(CNC=1N=[N+](C2=C([N+]1[O-])C=CC=C2)[O-])=O